ClC1=CC=CC2=C1C=CC=1C=3C=CC=CC3NC21 4-chlorobenzocarbazole